C1(CC1)NC(=O)C=1C(=C2C3C(C(OC2=CC1CCCCC)(C)C)CCC(=C3)C)O N-cyclopropyl-1-hydroxy-6,6,9-trimethyl-3-pentyl-6a,7,8,10a-tetrahydro-6H-benzo[c]chromene-2-carboxamide